The molecule is a galactosylceramide sulfate(1-) in which the ceramide N-acyl group is specified as (R)-2-hydroxylignoceroyl. It is a conjugate base of a 1-(3-O-sulfo-beta-D-galactosyl)-N-[(2R)-2-hydroxylignoceroyl]sphingosine. CCCCCCCCCCCCCCCCCCCCCC[C@H](C(=O)N[C@@H](CO[C@H]1[C@@H]([C@H]([C@H]([C@H](O1)CO)O)OS(=O)(=O)[O-])O)[C@@H](/C=C/CCCCCCCCCCCCC)O)O